tert-butyl (S)-4-(7-bromo-2,6-dichloro-8-fluoroquinazolin-4-yl)-2-(cyanomethyl)-piperazine-1-carboxylate BrC1=C(C=C2C(=NC(=NC2=C1F)Cl)N1C[C@@H](N(CC1)C(=O)OC(C)(C)C)CC#N)Cl